5-Bromobenzo[b]thiophene-3-carboxylic acid ethyl ester C(C)OC(=O)C=1C2=C(SC1)C=CC(=C2)Br